2-(benzylamino)-6-oxo-4-(3,4,5-trimethoxyphenyl)-1,6-dihydropyrimidine-5-carbonitrile C(C1=CC=CC=C1)NC=1NC(C(=C(N1)C1=CC(=C(C(=C1)OC)OC)OC)C#N)=O